C(C)(C)(C)OC(=O)N1C=CC2=NC=CC=C21 1H-pyrrolo[3,2-b]pyridine-1-carboxylic acid tert-butyl ester